P(=O)(OCCCCCCCC\C=C\CCCCCCCC)(OCCCCCCCC\C=C\CCCCCCCC)[O-].[Na+] sodium dielaidyl phosphate